The molecule is a trisaccharide consisting of two beta-D-galactopyranose residues and a beta-D-galactopyranose residue joined in sequence by two (1->6) glycosidic bonds. It derives from a beta-D-Glcp-(1->6)-beta-D-Glcp and a beta-D-galactose. C([C@@H]1[C@H]([C@@H]([C@H]([C@@H](O1)OC[C@@H]2[C@H]([C@@H]([C@H]([C@@H](O2)OC[C@@H]3[C@@H]([C@@H]([C@H]([C@@H](O3)O)O)O)O)O)O)O)O)O)O)O